2-(difluoromethyl)-5-[(3S)-1,2-oxazolidin-3-yl]pyridine FC(C1=NC=C(C=C1)[C@H]1NOCC1)F